C1(CC1)C#C[C@@]1(NC(NC2=CC(=C(C=C12)F)CN1N=C(C=C1)[C@@H](C)OC)=O)C(C)(F)F |o1:22| (S)-4-(cyclopropylethynyl)-4-(1,1-difluoroethyl)-6-fluoro-7-((3-((R or S)-1-methoxyethyl)-1H-pyrazol-1-yl)methyl)-3,4-dihydroquinazolin-2(1H)-one